benzyl N,N-dimethyldithiocarbamate CN(C(SCC1=CC=CC=C1)=S)C